7-(2-hydroxy-4,6-dimethyl-phenyl)-2-[rac-(3R)-1-methyl-3-piperidyl]-3H-pyrido[2,3-d]pyrimidin-4-one OC1=C(C(=CC(=C1)C)C)C=1C=CC2=C(N=C(NC2=O)[C@H]2CN(CCC2)C)N1 |r|